(2R,5S)-3-(4-aminophenethyl)-2-(1-(4-bromophenyl)-3-(5-chloropyridine-2-yl)-1H-pyrazol-4-yl)-5-methyloxazolidin-4-one NC1=CC=C(CCN2[C@H](O[C@H](C2=O)C)C=2C(=NN(C2)C2=CC=C(C=C2)Br)C2=NC=C(C=C2)Cl)C=C1